rac-6,6'-((2R,3R)-2,3-dimethoxybutane-1,4-diyl)bis(2-(3,6-di-tert-butyl-9H-carbazol-9-yl)phenol) CO[C@H](CC1=CC=CC(=C1O)N1C2=CC=C(C=C2C=2C=C(C=CC12)C(C)(C)C)C(C)(C)C)[C@@H](CC1=CC=CC(=C1O)N1C2=CC=C(C=C2C=2C=C(C=CC12)C(C)(C)C)C(C)(C)C)OC |r|